N-(3-Cyclopropyl-1H-pyrazol-5-yl)-6-(1-isopropyl-1H-pyrazol-3-yl)-5-methyl-2-(1-methyl-1H-imidazol-2-yl)pyrrolo[2,1-f][1,2,4]triazin-4-amine C1(CC1)C1=NNC(=C1)NC1=NC(=NN2C1=C(C(=C2)C2=NN(C=C2)C(C)C)C)C=2N(C=CN2)C